(3s,4S)-4-((s)-6-fluoro-5H-imidazo[5,1-a]isoindol-5-yl)tetrahydro-2H-pyran-3-ol FC1=C2[C@@H](N3C(C2=CC=C1)=CN=C3)[C@H]3[C@@H](COCC3)O